COC=1C=C(C=C(C1OC)OC)N1C=NC(=C1)NC=1C2=C(N=CN1)N=CC=C2 N-(1-(3,4,5-trimethoxyphenyl)-1H-imidazol-4-yl)pyrido[2,3-d]pyrimidin-4-amine